C(CCC)NC[C@@]12[C@H](CC[C@H]1[C@@H]1CC=C3C[C@H](CC[C@]3(C)[C@H]1CC2)O)C(C)(C)O butylamino-17β-(1-hydroxy-1-methyl-ethyl)androst-5-en-3β-ol